C1(CCCCC1)N1C(N(C=C(C1=O)C(=O)N)CC)=O 3-cyclohexyl-1-ethyl-2,4-dioxo-1,2,3,4-tetrahydropyrimidine-5-carboxamide